tert-butyl (4aS,9bS)-9-fluoro-2-oxo-7-(trifluoromethyl)-3,4,4a,9b-tetrahydrobenzofuro[3,2-b]pyridine-1(2H)-carboxylate FC1=CC(=CC2=C1[C@@H]1N(C(CC[C@@H]1O2)=O)C(=O)OC(C)(C)C)C(F)(F)F